C(C1=CC=CC=C1)OC1=C(N(N=C1C)CC)C1=NC=CC(=N1)C1=NC(=CC2=C1C=NN2C)C(=O)NCC2=C(C=C(C=C2)OC)OC 4-[2-(4-benzyloxy-2-ethyl-5-methyl-pyrazol-3-yl)pyrimidin-4-yl]-N-[(2,4-dimethoxyphenyl)methyl]-1-methyl-pyrazolo[4,3-c]pyridine-6-carboxamide